2-(4-((2-acetamidothiazol-3-yl)methyl)piperazin-1-yl)-N-(4-methoxyphenethyl)acetamide C(C)(=O)NC1SC=CN1CN1CCN(CC1)CC(=O)NCCC1=CC=C(C=C1)OC